ClC=1C=C2C(=NC(=NC2=C(C1C1=CC(=CC2=CC=CC=C12)O)F)OC[C@]12CCCN2C[C@@H](C1)F)N1CCOCCC1 4-(6-chloro-8-fluoro-2-(((2R,7aS)-2-fluorotetrahydro-1H-pyrrolizin-7a(5H)-yl)methoxy)-4-(1,4-oxazepan-4-yl)quinazolin-7-yl)naphthalen-2-ol